COC1=CC=2N(C=C1)C(=CN2)C2=CC(=NC=N2)NCC2=CC=C(C=C2)C2=CN=C(N2C)CO [5-(4-{[6-(7-methoxy-imidazo[1,2-a]pyridin-3-yl)-pyrimidin-4-ylamino]-methyl}-phenyl)-1-methyl-1H-imidazol-2-yl]-methanol